C(CCC)C(C(OC(C(=O)O)CCCCCCC)=O)CCCCCC (2-butyl-1-oxooctyloxy)pelargonic acid